ClC1=CC=C(C=C1)CC(=O)Cl 2-(4-chloro-phenyl)acetyl chloride